C(C=C)(=O)N1C[C@@H](O[C@H](C1)C(F)(F)F)C1=CC(=NC(=C1)Cl)C1=CC(=NC(=C1)F)C(=O)NC 4-((2s,6R)-4-acryloyl-6-(trifluoromethyl)morpholin-2-yl)-6-chloro-6'-fluoro-N-methyl-[2,4'-bipyridine]-2'-carboxamide